3-allyl-2,4-pentanediol benzoate mesitylglyoxylate C1(=C(C(=CC(=C1)C)C)C(C(=O)OC(C(C(C)OC(C1=CC=CC=C1)=O)CC=C)C)=O)C